ClC1=CC(=C(C=C1)[C@H]1OC2=C(C=CC=C2C=C1)C1CCN(CC1)CC1=NC=2C(=NC(=CC2)C(=O)O)N1CC1(CC1)CF)F (S)-2-((4-(2-(4-chloro-2-fluorophenyl)-2H-chromene-8-yl)piperidin-1-yl)methyl)-3-((1-(fluoromethyl)cyclopropyl)methyl)-3H-imidazo[4,5-b]pyridine-5-carboxylic acid